[Cl-].[Cl-].C1(=CC=CC=C1)C(C)(C1=CC=CC=C1)C1(C=CC=C1)[Zr+2]C1(C=CC=C1)C(C)(C1=CC=CC=C1)C1=CC=CC=C1 bis((1,1-diphenylethyl)cyclopentadienyl)zirconium dichloride